ClC=1C=C(C=CC1)[C@@H](C)N (R)-1-(3-chlorophenyl)ethylamine